C(COCCC1=C(C=CC(=C1)C)S(=O)(=O)N)OCCC1=C(C=CC(=C1)C)S(=O)(=O)N N'-((ethane-1,2-diylbis(oxy))bis(ethane-2,1-diyl))bis(4-methylbenzenesulfonamide)